OC[C@H](C1=CC=CC=C1)NC1=NC(=NC=C1C=1OC=NN1)NC1=CC2=C(C(C(O2)(C)C)=O)C=C1 (S)-6-(4-(2-hydroxy-1-phenylethylamino)-5-(1,3,4-oxadiazol-2-yl)pyrimidin-2-ylamino)-2,2-dimethylbenzofuran-3(2H)-one